5-(2-chloro-5-(isobutyrylaminomethyl)benzoylamino)-N-(3-fluoro-5-(trifluoromethyl)phenyl)-1-methyl-1H-indole-2-carboxamide ClC1=C(C(=O)NC=2C=C3C=C(N(C3=CC2)C)C(=O)NC2=CC(=CC(=C2)C(F)(F)F)F)C=C(C=C1)CNC(C(C)C)=O